bis(1,3-bis((3-cyclohexylpropanoyl)oxy)propan-2-yl) 5-oxononanedioate O=C(CCCC(=O)OC(COC(CCC1CCCCC1)=O)COC(CCC1CCCCC1)=O)CCCC(=O)OC(COC(CCC1CCCCC1)=O)COC(CCC1CCCCC1)=O